2,2-dichloro-3-(4-fluoro-3-(trifluoromethyl)phenyl)cyclopropane-1-carboxylic acid ClC1(C(C1C1=CC(=C(C=C1)F)C(F)(F)F)C(=O)O)Cl